ClC=1C=CC(=C(C1)C1=CC=C2C(=CN=NC2=C1)NCC1=C(C=C(C=C1)OC)OC)OCCOCCOC 7-[5-chloro-2-[2-(2-methoxyethoxy)ethoxy]phenyl]-N-[(2,4-dimethoxyphenyl)methyl]cinnolin-4-amine